4-(tert-Butoxycarbonylamino)-5-(4-cyano-2-methyl-pyrazol-3-yl)-1H-pyrrole-2-carboxylic acid ethyl ester C(C)OC(=O)C=1NC(=C(C1)NC(=O)OC(C)(C)C)C=1N(N=CC1C#N)C